bis(ferrocenyl) ketone [C-]1(C=CC=C1)C(=O)[C-]1C=CC=C1.[CH-]1C=CC=C1.[Fe+2].[CH-]1C=CC=C1.[Fe+2]